3-(1-acryloyl-4-(6-(methylcarbamoyl)imidazo[1,2-a]pyridin-2-yl)-3-oxopiperazin-2-yl)propanoic acid C(C=C)(=O)N1C(C(N(CC1)C=1N=C2N(C=C(C=C2)C(NC)=O)C1)=O)CCC(=O)O